(R)-2-amino-3-((tert-butoxycarbonyl)amino)-3-methylbutanoic acid methyl ester COC([C@@H](C(C)(C)NC(=O)OC(C)(C)C)N)=O